3-((3,5-difluorophenyl)amino)-5-methoxy-benzo[d]isothiazole 1,1-dioxide FC=1C=C(C=C(C1)F)NC1=NS(C2=C1C=C(C=C2)OC)(=O)=O